3-(1-methyl-6-(((3R,4R)-3-methylpiperidin-4-yl)amino)-1H-indazol-3-yl)piperidine-2,6-dione cetylstearyl-palmitate C(CCCCCCCCCCCCCCC)CCCCCCCCCCCCCCCCCCOC(CCCCCCCCCCCCCCC)=O.CN1N=C(C2=CC=C(C=C12)N[C@H]1[C@@H](CNCC1)C)C1C(NC(CC1)=O)=O